5-fluoro-3-(pyrrolidin-2-yl)pyridin-2-ol FC=1C=C(C(=NC1)O)C1NCCC1